fumaric acid diallyl ester C(C=C)OC(\C=C\C(=O)OCC=C)=O